NC(C)C=1C=NC(=NC1)C1=C(C=C(C#N)C=C1)OC=1N(N=C(C1)C1=NC=CC=C1)C 4-[5-(1-aminoethyl)pyrimidin-2-yl]-3-(2-methyl-5-pyridin-2-ylpyrazol-3-yl)oxybenzonitrile